3,3-di(2-hydroxyethyl)-triazene OCCN(N=N)CCO